N1C=CC2=CC(=CC=C12)OC1=C(C(=O)N)C=CC=C1 2-(1H-indol-5-yloxy)benzamide